FC1=C(C(=CC(=C1)OC)F)[C@H]1[C@@H](C(NC1)=O)NC=1OC(=NN1)C1=CC=C(C=C1)OC(C)C (3s,4r)-4-(2,6-difluoro-4-methoxyphenyl)-3-({5-[4-(prop-2-yloxy)phenyl]-1,3,4-oxadiazol-2-yl}amino)pyrrolidin-2-one